NC=1N=NC(=CC1N1C[C@H]2CCC(C1)N2C2=CC(=NC=C2)OC2CC(C2)C=O)C2=C(C=CC=C2)O (1R,3R)-3-((4-(3-(3-amino-6-(2-hydroxyphenyl)pyridazin-4-yl)-3,8-diazabicyclo[3.2.1]octan-8-yl)pyridin-2-yl)oxy)cyclobutanecarbaldehyde